2-vinyl-imidazole C(=C)C=1NC=CN1